COC1=CC=C(C=C1)C1=NN(N=C1)C(CC(=O)C1=CC=CC=C1)C1=CC=CC=C1 3-(4-(4-methoxyphenyl)-2H-1,2,3-triazol-2-yl)-1,3-diphenylpropan-1-one